3-cyclopentylpropan-1-one-2-imine C1(CCCC1)CC(C=O)=N